CS(=O)(=O)N1CC2(C1)C[C@H](N(CC2)CC2=C1C=CNC1=C(C=C2OC)C)C2=C(C=C(C(=O)O)C=C2)NC 4-[(6S)-2-methanesulfonyl-7-[(5-methoxy-7-methyl-1H-indol-4-yl)methyl]-2,7-diazaspiro[3.5]nonan-6-yl]-3-(methylamino)benzoic acid